C1(CCCCC1)C(C(=O)O)(C(F)(F)F)O 2-cyclohexyl-3,3,3-trifluoro-2-hydroxypropanoic acid